N1(N=CN=C1)C[C@H](C)OC1=C(C#N)C=CC(=C1)C=1C=NC(=NC1)NC=1C(=NN(C1)C1CCC(CC1)N1CCOCC1)OCCOCCOCCOC 2-(((S)-1-(1H-1,2,4-triazol-1-yl)propan-2-yl)oxy)-4-(2-((3-(2-(2-(2-methoxyethoxy)ethoxy)ethoxy)-1-((1r,4r)-4-morpholinocyclohexyl)-1H-pyrazol-4-yl)amino)pyrimidin-5-yl)benzonitrile